OC(=O)C(F)(F)F.O1CCN(CC1)CC1=CN=C(S1)NC(=O)C1CNCC1 N-(5-(morpholinomethyl)thiazol-2-yl)pyrrolidine-3-carboxamide TFA salt